C(CCCC)B(O)O Pentylboronic acid